C(C)(C)OC(=O)N1[C@H](CN(CC1)CC1=C(C(=CC(=C1)C)NC=1OC(=NN1)[C@@H](C)O)C)C (2S)-4-[[3-[[5-[(1R)-1-hydroxyethyl]-1,3,4-oxadiazol-2-yl]amino]-2,5-dimethyl-phenyl]methyl]-2-methyl-piperazine-1-carboxylic acid isopropyl ester